NCCCC(=O)NC1=C(C(=O)NC=2SC(=C(N2)C)C)C=CC=C1 2-(4-Aminobutanamido)-N-(4,5-dimethylthiazol-2-yl)benzamide